7-methoxybenzo[d][1,3]dioxolan-5-ol COC1=CC(=CC2=C1OCO2)O